Methyl 4-acetylnicotinate C(C)(=O)C1=CC=NC=C1C(=O)OC